ON1C(CCCC1)CC N-HYDROXYL-ETHYL-PIPERIDINE